2-(3,4,5-trimethoxyphenyl)indolizine-7-carboxamide COC=1C=C(C=C(C1OC)OC)C=1C=C2C=C(C=CN2C1)C(=O)N